C1(=CC=CC=C1)NC(C(CC(=O)O)CCC[Si](OCC)(OCC)OCC)=O 2-(3-triethoxysilylpropyl)succinic acid monophenylamide